O=C1NC(CCC1C1=NN(C2=C(C=CC=C12)OCC(=O)N1CCN(CC1)C(=O)C1=CC=C(N1)C(=O)OCC)C)=O ethyl 5-(4-(2-((3-(2,6-dioxopiperidin-3-yl)-1-methyl-1H-indazol-7-yl)oxy)-acetyl)piperazine-1-carbonyl)-1H-pyrrole-2-carboxylate